4-(4,4-Difluoropiperidin-1-yl)-5-fluoro-7-nitroquinolin FC1(CCN(CC1)C1=CC=NC2=CC(=CC(=C12)F)[N+](=O)[O-])F